2-chloropicolinate ClC1(NC=CC=C1)C(=O)[O-]